OC(CCCCCCCCC(=O)O)CCCCCCCCCCCCCCCCCCCC 10-Hydroxy-triacontanoic acid